S1C=NC=C1C(=O)O 5-thiazolecarboxylic acid